C(C)(=O)N1CCC(CC1)COC1=CC=C(C=C1)C=1C=C(C(NC1C(F)(F)F)=O)C(=O)N 5-(4-((1-acetylpiperidin-4-yl)methoxy)phenyl)-2-oxo-6-(trifluoromethyl)-1,2-dihydropyridin-3-amide